(7S)-N-[2,4-dihydroxy-4-(trifluoromethyl)cyclohexyl]-4-[5-(5-fluoro-2-methoxypyridin-4-yl)-1H-pyrazole-3-carbonyl]-4-azaspiro[2.5]octane-7-carboxamide OC1C(CCC(C1)(C(F)(F)F)O)NC(=O)[C@H]1CCN(C2(CC2)C1)C(=O)C1=NNC(=C1)C1=CC(=NC=C1F)OC